6-methyl-N-(1-methylazetidin-3-yl)-1-(propan-2-yl)-1H-pyrazolo[3,4-b]pyridine-4-carboxamide CC=1C=C(C2=C(N1)N(N=C2)C(C)C)C(=O)NC2CN(C2)C